4-(2-fluoro-6-methoxyphenyl)-N-(5-((5-hydroxy-5,6,7,8-tetrahydroquinolin-2-yl)methoxy)-1,3,4-thiadiazol-2-yl)-6-methylpyridine-3-carboxamide FC1=C(C(=CC=C1)OC)C1=C(C=NC(=C1)C)C(=O)NC=1SC(=NN1)OCC1=NC=2CCCC(C2C=C1)O